C1(CC1)C1=NC(=CC(=N1)C(=O)NC1=CC(=CC=C1)C1(COC1)CC1=NN=CN1C)C(C)N1CC(C1)F 2-cyclopropyl-6-(1-(3-fluoroazetidin-1-yl)ethyl)-N-(3-(3-((4-methyl-4H-1,2,4-triazol-3-yl)methyl)oxetan-3-yl)phenyl)pyrimidine-4-carboxamide